Cl.C1(CC1)C=1SC2=C(C1)CC(CC2)NC 2-cyclopropyl-N-methyl-4,5,6,7-tetrahydrobenzothiophen-5-amine hydrochloride